C[C@@H]1CN(CCC1)CC=1C=C(C2=C(N=C(N2)C2=CC(=CC=C2)C2(CC(C2)C)C2=NN=CN2C)C1)C(F)(F)F 6-{[(3S)-3-Methylpiperidin-1-yl]methyl}-2-{3-[(1r,3s)-3-methyl-1-(4-methyl-1,2,4-triazol-3-yl)cyclobutyl]phenyl}-4-(trifluoromethyl)-3H-1,3-benzodiazole